[As].[Re] rhenium-arsenic